1-methoxy-6,6,9-trimethyl-6H-benzo[c]chromen-3-yl triflate O(S(=O)(=O)C(F)(F)F)C1=CC(=C2C3=C(C(OC2=C1)(C)C)C=CC(=C3)C)OC